(S)-(4-(difluoromethyl)oxazol-5-yl)(4-(5-(trifluoromethyl)benzo[d]oxazol-2-yl)-6,7-dihydro-1H-imidazo[4,5-c]pyridin-5(4H)-yl)methanone FC(C=1N=COC1C(=O)N1[C@@H](C2=C(CC1)NC=N2)C=2OC1=C(N2)C=C(C=C1)C(F)(F)F)F